BrC=1C=C(C=CC1)NC(=O)NC1=C(C(=CC=C1)F)CO 1-(3-bromophenyl)-3-(3-fluoro-2-hydroxymethylphenyl)urea